2-[(4-amino-3,5-dichloro-6-fluoro-2-pyridinyl)oxy]acetic acid NC1=C(C(=NC(=C1Cl)F)OCC(=O)O)Cl